Diethyl (2-oxopropyl)-phosphonate O=C(CP(OCC)(OCC)=O)C